C1(C(C(C(C(C1[2H])([2H])[2H])([2H])[2H])([2H])[2H])([2H])[2H])([2H])C1=C(C(=NN=N1)C1=C(C(=C(C=C1)C1=C(C=CC=2OC3=C(C21)C=CC=C3)C3=C(C=CC=C3)C3=CC=CC=C3)C3=NN=NC(=C3C3(C(C(C(C(C3[2H])([2H])[2H])([2H])[2H])([2H])[2H])([2H])[2H])[2H])C3(C(C(C(C(C3[2H])([2H])[2H])([2H])[2H])([2H])[2H])([2H])[2H])[2H])C3=C(C(=C2C(C1=C([Se]2)C(=C(C(=C1[2H])[2H])[2H])[2H])=C3C3=C(C(=C(C(=C3C3=C(C(=C(C(=C3[2H])[2H])[2H])[2H])[2H])[2H])[2H])[2H])[2H])[2H])[2H])C3(C(C(C(C(C3[2H])([2H])[2H])([2H])[2H])([2H])[2H])([2H])[2H])[2H] [(diphenyl-d10)triazinyl][(biphenylyl-d9)dibenzoselenophenyl-d6][(diphenyl-d10)triazinyl][(biphenylyl)dibenzofuranyl]benzene